trimethoxyimidazole (cis)-tert-butyl-3,3-difluoro-6-(3-((4-methoxybenzyl)oxy)-2,2-dimethyl-3-oxopropyl)-5-oxooctahydro-1H-pyrrolo[2,3-c]pyridine-1-carboxylate C(C)(C)(C)OC(=O)N1CC([C@@H]2[C@H]1CN(C(C2)=O)CC(C(=O)OCC2=CC=C(C=C2)OC)(C)C)(F)F.COC2=C(N=C(N2)OC)OC